N[C@@H]1CN(C[C@@H](C1)C)C1=C2C(=NC=C1NC(=O)C1=NC(=C(C=C1)F)C1=C(C=C(C=C1F)S(=O)C)F)[C@@H](CC2)O N-{4-[(3S,5R)-3-amino-5-methylpiperidin-1-yl]-(7R)-7-hydroxy-6,7-dihydro-5H-cyclopenta[b]pyridin-3-yl}-6-[2,6-difluoro-4-(methylsulfinyl)phenyl]-5-fluoropyridine-2-carboxamide